NN1C[C@H](CCC1)C(=O)NCC(F)F (S)-1-amino-N-(2,2-difluoroethyl)piperidine-3-carboxamide